3-bromo-7-chloro-1-methyl-1,6-naphthyridin-2-one BrC=1C(N(C2=CC(=NC=C2C1)Cl)C)=O